5-bromo-1-oxo-1,3-dihydro-2H-indene BrC=1C=C2CCC(C2=CC1)=O